CC(C=O)CC1=CC=C(C=C1)C(C)C 2-Methyl-3-(4-isopropylphenyl)-propanal